BrC=1C2=CC3=C(C(OC3=O)=O)C=C2C=CC1 5-bromonaphtho[2,3-c]furan-1,3-dione